2-((1H-1,2,4-triazol-1-yl)methyl)-7-((1H-indazol-4-yl)methyl)-9-methyl-7,9-dihydro-8H-pyrido[3',2':4,5]pyrrolo[2,3-d]pyridazin-8-one N1(N=CN=C1)CC=1C=CC2=C(N(C=3C(N(N=CC32)CC3=C2C=NNC2=CC=C3)=O)C)N1